5,8-dimethoxy-N-methyl-1,2,3,4-tetrahydronaphthalen-2-amine hydrochloride Cl.COC1=C2CCC(CC2=C(C=C1)OC)NC